CN1C(N(C2=C1C=C(C=C2)C#CC2=NC=C(C=N2)N2C(C1(CC2)CNCC1)=O)C1C(NC(CC1)=O)=O)=O 3-(3-methyl-2-oxo-5-((5-(1-oxo-2,7-diazaspiro[4.4]nonan-2-yl)pyrimidin-2-yl)ethynyl)-2,3-dihydro-1H-benzo[d]imidazol-1-yl)piperidine-2,6-dione